tert-butyl (1R,2'S,3s,3'R,5S)-2'-hydroxy-3'-((S)-5H-imidazo[5,1-a]isoindol-5-yl)-8-azaspiro[bicyclo[3.2.1]octane-3,1'-cyclobutane]-8-carboxylate O[C@@H]1C2(C[C@@H]1[C@@H]1N3C(C4=CC=CC=C14)=CN=C3)C[C@H]3CC[C@@H](C2)N3C(=O)OC(C)(C)C